2-Ethyl 2-[4-[(1S)-2-[tert-butyl(dimethyl)silyl]oxy-1-[[(S)-tert-butylsulfinyl]amino]ethyl] phenyl]acetate [Si](C)(C)(C(C)(C)C)OC[C@@H](N[S@@](=O)C(C)(C)C)C1=CC=C(C=C1)CC(=O)OCC